3,5-dichlorobenzonitrile ClC=1C=C(C#N)C=C(C1)Cl